2-((2-((2-phenyl-7-((tetrahydro-2H-pyran-4-yl)amino)-1H-indol-5-yl)methoxy)ethyl)amino)ethane C1(=CC=CC=C1)C=1NC2=C(C=C(C=C2C1)COCCNCC)NC1CCOCC1